2-(2-(2-(bis(2-decanoyloxyethyl)carbamoyloxy)ethyl-(2-(diethylamino)ethyl)amino)ethoxycarbonyl-(2-decanoyloxyethyl)amino)ethyl decanoate C(CCCCCCCCC)(=O)OCCN(CCOC(CCCCCCCCC)=O)C(=O)OCCN(CCN(CC)CC)CCOC(N(CCOC(CCCCCCCCC)=O)CCOC(CCCCCCCCC)=O)=O